CN1N=CC2=CC=CC(=C12)NS(=O)(=O)C=1C=NC(=CC1)C1=CC(=NO1)C N-(1-METHYL-1H-INDAZOL-7-YL)-6-(3-METHYLISOXAZOL-5-YL)PYRIDINE-3-SULFONAMIDE